3-(4-amino-1,2,5-oxadiazol-3-yl)-4-(3-bromo-4-fluorophenyl)-1,2,4-oxadiazol-5(4H)-one NC=1C(=NON1)C1=NOC(N1C1=CC(=C(C=C1)F)Br)=O